C(C)(=O)N1CCC(CC1)C=1C(=NC2=CC(=CC(=C2N1)[C@@H](C)NC1=C(C(=O)O)C=CC=C1)C)C#N (R)-2-((1-(3-(1-acetylpiperidin-4-yl)-2-cyano-7-methylquinoxalin-5-yl)-ethyl)amino)benzoic acid